C(=O)[C@@H]1CN(CC1)C1=NC=2C=CC=CC2C=2N1N=C(C2)CNC(C2=C(C=CC=C2)OC(F)(F)F)=O (S)-N-((5-(3-formylpyrrolidin-1-yl)pyrazolo[1,5-c]quinazolin-2-yl)methyl)-2-(trifluoromethoxy)benzamide